ClC1=CC=C(C=C1)[C@@]1(N(C(C2=CC(=CC(=C12)F)C(C)(C1CCN(CC1)C)O)=O)CC1=NC=C(C=C1)Cl)OC (3R)-3-(4-Chlorophenyl)-2-[(5-chloropyridin-2-yl)methyl]-4-fluoro-6-[1-hydroxy-1-(1-methylpiperidin-4-yl)ethyl]-3-methoxy-2,3-dihydro-1H-isoindol-1-on